ClC1=C(C=CC=C1Cl)C=1NN=C2N=C(N3C=CN=C3C12)N1CCC2([C@@H]([C@@H](OC2)C)N)CC1 (3S,4S)-8-[12-(2,3-dichlorophenyl)-3,6,8,10,11-pentaazatricyclo[7.3.0.02,6]dodeca-1(12),2,4,7,9-pentaen-7-yl]-3-methyl-2-oxa-8-azaspiro[4.5]decan-4-amine